3-methyl-7-((5-methylpyridin-2-yl)methyl)-8-(3-(trifluoromethoxy)benzyl)-1H-purine-2,6(3H,7H)-dione CN1C(NC(C=2N(C(=NC12)CC1=CC(=CC=C1)OC(F)(F)F)CC1=NC=C(C=C1)C)=O)=O